C1(=CC=CC=C1)CC(C(=O)O)NC(\C=C\C=1SC=CC1)=O 3-phenyl-2-[[(E)-3-thiophen-2-ylprop-2-enoyl]amino]propionic acid